C12CN(CC(N1)C2)C=2OC1=C(N2)C(=C(C=C1C=1SC=CN1)C(C)=O)OC(F)(F)F (Z)-1-(2-(3,6-diazabicyclo[3.1.1]heptan-3-yl)-7-(thiazol-2-yl)-4-(trifluoromethoxy)benzo[d]oxazol-5-yl)ethan-1-one